(S)-3-isopropyl-4-(thiazol-2-yl)-1,3,4,5-tetrahydro-2H-benzo[e][1,4]diazepin-2-one C(C)(C)[C@@H]1N(CC2=C(NC1=O)C=CC=C2)C=2SC=CN2